CC1=NC=C(C=C1NC1=NC=CC(=N1)C=1C=NC=CC1)N 2-methyl-N3-(4-(pyridin-3-yl)pyrimidin-2-yl)pyridine-3,5-diamine